2-chloro-N-[(4-fluorophenyl)methyl]-N-(2-methoxy-4-pyridyl)acetamide ClCC(=O)N(C1=CC(=NC=C1)OC)CC1=CC=C(C=C1)F